C1(=CC=CC=C1)OC(C(=C)Br)=O phenyl-α-bromoacrylate